FOB(OF)O difluoro(boric acid)